8'-chloro-4'H,6'H-spiro[1,3-dioxolane-2,5'-[1,2,4]triazolo[4,3-a][1]benzazepine] ClC=1C=CC2=C(CC3(CC=4N2C=NN4)OCCO3)C1